(2R,6S)-2,6-dimethyl-4-((tetrahydro-2H-pyran-4-yl)methyl)piperazine C[C@H]1N[C@H](CN(C1)CC1CCOCC1)C